FC1=C(C=C(C=C1)C(CC1=NC(=NC(=N1)N[C@@H](CO)CC(C)C)NS(=O)(=O)C)C)CO N-(4-(2-(4-Fluoro-3-(hydroxymethyl)phenyl)propyl)-6-(((R)-1-hydroxy-4-methylpentan-2-yl)amino)-1,3,5-triazin-2-yl)methanesulfonamide